OC1=CC=2C(C3=CC=CC=C3OC2C=C1)=O 2-Hydroxyxanthone